tert-butyl 4-(((2-(cyclopropylmethoxy)-5-fluorobenzyl)amino)methyl)piperidine-1-carboxylate C1(CC1)COC1=C(CNCC2CCN(CC2)C(=O)OC(C)(C)C)C=C(C=C1)F